C[Si](C=C[Si](C1=CC=CC=C1)(N1CCN(CC1)C)N1CCN(CC1)C)(OC)OC 1-methyldimethoxysilyl-2-bis(4-methylpiperazin-1-yl)phenylsilylethylene